(Z)-1-((3-(4-chlorophenyl)-4-phenyl-5,6-dihydropyridazin-1(4H)-yl)(((4-(trifluoromethyl)phenyl)sulfonyl)imino)methyl)-4-(dimethylamino)pyridin-1-ium ClC1=CC=C(C=C1)C1=NN(CCC1C1=CC=CC=C1)\C(\[N+]1=CC=C(C=C1)N(C)C)=N/S(=O)(=O)C1=CC=C(C=C1)C(F)(F)F